1,3-diphenyl-cyclopentane C1(=CC=CC=C1)C1CC(CC1)C1=CC=CC=C1